FC=1C=C2C(=NNC(C2=CC1F)=O)C(C)NC 6,7-difluoro-4-(1-(methylamino)ethyl)phthalazin-1(2H)-one